5,7,3',4'-tetra-O-methylquercetin COC=1C=2C(C(=C(OC2C=C(C1)OC)C1=CC(OC)=C(OC)C=C1)O)=O